tert-butyl 5-((2,6-dioxopiperidin-3-yl)amino)-3H-spiro[isobenzofuran-1,4'-piperidine]-1'-carboxylate O=C1NC(CCC1NC=1C=C2COC3(CCN(CC3)C(=O)OC(C)(C)C)C2=CC1)=O